CC1=NC(=CC=C1O[C@@H]1C[C@H](CC1)CC(=O)OC(C)C)C=1N=NN(C1COC(NC1(CC1)CCC)=O)C |r| (±)-Trans-isopropyl 2-(3-((2-methyl-6-(1-methyl-5-((((1-propylcyclopropyl) carbamoyl)oxy)methyl)-1H-1,2,3-triazol-4-yl)pyridin-3-yl)oxy)cyclopentyl)acetate